(1S,3R)-3-({8-methoxy-7-[3-(pyrrolidin-1-yl)propoxy]-1H,2H,3H-cyclopenta[c]quinolin-4-yl}amino)cyclohexan COC1=CC=2C3=C(C(=NC2C=C1OCCCN1CCCC1)NC1CCCCC1)CCC3